4-(2-hydroxyethoxy)-3-(trifluoromethyl)aniline OCCOC1=C(C=C(N)C=C1)C(F)(F)F